ethyl-1-phenyl-2(1H)pyridone C(C)C=1C(N(C=CC1)C1=CC=CC=C1)=O